(2R,6R)-1-(5-fluoro-3-iodopyridin-2-yl)-2,6-dimethylpiperidine-4-carboxylic acid FC=1C=C(C(=NC1)N1[C@@H](CC(C[C@H]1C)C(=O)O)C)I